trans-N-[8-amino-5-chloro-6-[4-(2-hydroxyethyl)pyridin-3-yl]-2,7-naphthyridin-3-yl]-2-(1-methyl-1H-pyrazol-4-yl)cyclopropane-1-carboxamide NC=1N=C(C(=C2C=C(N=CC12)NC(=O)[C@H]1[C@@H](C1)C=1C=NN(C1)C)Cl)C=1C=NC=CC1CCO